1-(1-(3-fluorophenyl)ethyl)piperidin FC=1C=C(C=CC1)C(C)N1CCCCC1